[Cl-].C(C1=CC=CC=C1)[N+](CCCCCCCC)(C)C benzyl-dimethyl-octylammonium chloride